N-[4-[4-[1-(2-aminoethylsulfonyl)piperidine-4-carbonyl]piperazine-1-carbonyl]-3-chloro-phenyl]-5-(2,3-difluoro-4-methoxy-phenyl)-1-methyl-imidazole-2-carboxamide NCCS(=O)(=O)N1CCC(CC1)C(=O)N1CCN(CC1)C(=O)C1=C(C=C(C=C1)NC(=O)C=1N(C(=CN1)C1=C(C(=C(C=C1)OC)F)F)C)Cl